tert-butyl 4-(4-(4-(4-(tert-butoxycarbonyl)piperazin-1-yl)-3-methylbenzamido)phenyl)piperazine-1-carboxylate C(C)(C)(C)OC(=O)N1CCN(CC1)C1=C(C=C(C(=O)NC2=CC=C(C=C2)N2CCN(CC2)C(=O)OC(C)(C)C)C=C1)C